COC(C=1N(C=CC1)C(=O)OC(C)(C)C)OC Tert-butyl 2-(dimethoxymethyl)-1H-pyrrole-1-carboxylate